tert-butyl (S)-6-(4-((3-chloro-2-fluoro-4-((tetrahydrofuran-3-yl)methoxy)phenyl)amino)pyrido[3,2-d]pyrimidin-6-yl)-1,6-diazaspiro[3.3]heptane-1-carboxylate ClC=1C(=C(C=CC1OC[C@@H]1COCC1)NC=1C2=C(N=CN1)C=CC(=N2)N2CC1(CCN1C(=O)OC(C)(C)C)C2)F